BrC1=C2C=3C(=C(NC3C=C1)[Si](CC)(CC)CC)COC2 6-bromo-2-(triethylsilyl)-1,5-dihydro-3H-pyrano[3,4,5-cd]indole